[Si](C)(C)(C(C)(C)C)OCC=1C=C(NC2=NC=C(C(=N2)N[C@H]2[C@@H](CCC2)C#N)C(F)(F)F)C=C(C1B1OCC(CO1)(C)C)Cl (trans)-2-[[2-[3-[[tert-butyl(dimethyl)silyl]oxymethyl]-5-chloro-4-(5,5-dimethyl-1,3,2-dioxaborinan-2-yl)anilino]-5-(trifluoromethyl)pyrimidin-4-yl]amino]cyclopentanecarbonitrile